BrC1=CC(=C(C=C1)S(=O)(=O)N(C)C)Cl 4-bromo-2-chloro-N,N-dimethyl-benzenesulfonamide